1-(4-(difluoromethoxy)-3-(5-methyl-4H-1,2,4-triazol-3-yl)phenyl)-N-(3-(1,1-difluoropropyl)phenyl)-3-methyl-5-oxo-4,5-dihydro-1H-pyrazole-4-carboxamide FC(OC1=C(C=C(C=C1)N1N=C(C(C1=O)C(=O)NC1=CC(=CC=C1)C(CC)(F)F)C)C1=NN=C(N1)C)F